(S,3R)-N'-((1,2,3,5,6,7-hexahydro-s-indacen-4-yl)carbamoyl)-3-(methoxymethyl)-2,3-dihydropyrazolo[5,1-b]oxazole-7-sulfonimidamide C1CCC2=C(C=3CCCC3C=C12)NC(=O)N=[S@@](=O)(N)C=1C=NN2C1OC[C@H]2COC